FC1(CC2=C(S1(=O)=O)C=C(C(=C2)OC)OC)CC2CCN(CC2)CC2=C(C=C(C=C2)F)F 2-fluoro-2-((1-(2,4-difluorobenzyl)piperidin-4-yl)methyl)-5,6-dimethoxy-2,3-dihydrobenzo[b]thiophene 1,1-dioxide